ClC=1C(=CC(=C(C1)S(=O)(=O)NC=1N=CSC1)F)NC1(CC1)C1=CC=CC=C1 5-chloro-2-fluoro-4-((1-phenylcyclopropyl)amino)-N-(thiazol-4-yl)benzenesulfonamide